NC1=NC2=C(C=3N1N=C(N3)C=3OC=CC3)SC(N2CCN2CCN(CC2)C2=C(C=C(C(=C2)O[C@@H]2CNC[C@@H]2F)F)F)=O Amino-3-(2-(4-(2,4-difluoro-5-(((3R,4S)-4-fluoropyrrolidin-3-yl)oxy)phenyl)piperazin-1-yl)ethyl)-8-(furan-2-yl)thiazolo[5,4-e][1,2,4]triazolo[1,5-c]pyrimidin-2(3H)-on